hydroxy-N-((S)-1-(4-(4-methylthiazol-5-yl)phenyl)ethyl)pyrrolidine-2-carboxamide hydrochloride Cl.ON1C(CCC1)C(=O)N[C@@H](C)C1=CC=C(C=C1)C1=C(N=CS1)C